ClC=1C2C(N=CN1)NC=C2Cl 4,5-dichloro-7,7a-dihydro-4aH-pyrrolo[2,3-d]pyrimidine